3-methyl-2-(4,4,5,5-tetramethyl-1,3,2-dioxaborolan-2-yl)-5-(trifluoromethyl)phenol CC=1C(=C(C=C(C1)C(F)(F)F)O)B1OC(C(O1)(C)C)(C)C